N[C@H](C)C=1C=C(C=C2C(N3C(=NC12)C=1C(CC3)=NN(C1)C)=O)F (R)-11-(1-aminoethyl)-9-fluoro-2-methyl-4,5-dihydropyrazolo[4',3':3,4]pyrido[2,1-b]quinazolin-7(2H)-one